5-amino-2-[1-(difluoromethyl)-1H-Pyrazol-4-yl]-N-[(dimethylamino)methylidene]Pyridine-3-sulfonamide NC=1C=C(C(=NC1)C=1C=NN(C1)C(F)F)S(=O)(=O)N=CN(C)C